FC(CC=1C=NN(C1)C1=C(C=C(C=C1)[N+](=O)[O-])S(=O)(=O)NCC1=C(C=C(C=C1)OC)OC)F [4-(2,2-difluoroethyl)-1H-pyrazol-1-yl]-N-(2,4-dimethoxybenzyl)-5-nitrobenzene-sulfonamide